5,7-DICHLORO-INDOLE-3-CARBOXALDEHYDE ClC=1C=C2C(=CNC2=C(C1)Cl)C=O